(S)-2,2-difluoro-1-(2-((6-((6-methoxy-2-methyl-1,2,3,4-tetrahydroisoquinolin-7-yl)amino)-1H-pyrazolo[3,4-d]pyrimidin-1-yl)methyl)pyrrolidin-1-yl)ethan-1-one FC(C(=O)N1[C@@H](CCC1)CN1N=CC=2C1=NC(=NC2)NC2=C(C=C1CCN(CC1=C2)C)OC)F